OC1=C(C(=CC(=C1)OCOC)OCOC)C(C)=O 1-(2-hydroxy-4,6-bis(methoxymethoxy)phenyl)-1-ethanone